FC1(CCN(CCC1)C1=C(C(=O)N[C@@H]2C[C@H](C2)C(=O)O)C(=C(C=N1)C(F)(F)F)C)F (trans)-3-(2-(4,4-difluoroazepan-1-yl)-4-methyl-5-(trifluoromethyl)nicotinamido)cyclobutane-1-carboxylic acid